FC(N1CN(C=C1)C)(S(=O)(=O)O)F 1-(difluorosulfomethyl)-3-methylimidazole